benzobenzisoquinoline C1=NC=CC2=CC=C3C(=C12)C1=C(C=C3)C=CC=C1